5-cyclopentyl-1,2,3,4-tetrahydroquinoline-8-carboxylic acid methyl ester COC(=O)C=1C=CC(=C2CCCNC12)C1CCCC1